(1S,2R,4R,6S)-2-(hydroxymethyl)-2-(methoxymethyl)-6-(trifluoromethyl)quinuclidin-3-one isopropyl-(3R)-3-hydroxycyclohexane-1-carboxylate C(C)(C)OC(=O)C1C[C@@H](CCC1)O.OC[C@@]1(N2[C@@H](C[C@H](C1=O)CC2)C(F)(F)F)COC